C(C1=CC=CC=C1)(=O)C1=CC=C(C=C1)C1=NC2=C(N1)C=CC(=C2)NC(=O)NC=2C(=C1C=CC(OC1=CC2)(C)C)OC 1-(2-(4-benzoylphenyl)-1H-benzo[d]imidazol-5-yl)-3-(5-methoxy-2,2-dimethyl-2H-chromen-6-yl)urea